ClC1=C(C=C(OCC(=O)NC23CC(C2)(C3)NC(=O)C3CC(C3)OC(F)(F)F)C=C1)F (1s,3s)-N-{3-[2-(4-chloro-3-fluorophenoxy)acetamido]bicyclo[1.1.1]pentan-1-yl}-3-(trifluoromethoxy)cyclobutane-1-carboxamide